FC(S(=O)(=O)OC1=NC2=CC(=CN=C2C(=C1C#N)C1=C(C=C(C=C1)F)F)C1=C(N=CS1)C)(F)F 3-cyano-4-(2,4-difluorophenyl)-7-(4-methylthiazol-5-yl)-1,5-naphthyridin-2-yl trifluoromethanesulfonate